(S)-ethyl 2-(2-(3-(3-(pentan-3-ylcarbamoyl)-1H-pyrazol-5-yl)phenyl)oxazole-5-carboxamido)-3-phenylpropanoate CCC(CC)NC(=O)C1=NNC(=C1)C=1C=C(C=CC1)C=1OC(=CN1)C(=O)N[C@H](C(=O)OCC)CC1=CC=CC=C1